N1=CC=C(C2=CC=CC=C12)NCCCCCCCCNC1=CC=NC2=CC=CC=C12 N1,N8-Di(quinolin-4-yl)octane-1,8-diamine